NC1=NC=C(C=N1)NC(=O)NC(C1(CC1)C)C=1OC2=C(C1C)C=C(C=C2)F 1-(2-aminopyrimidin-5-yl)-3-((5-fluoro-3-methylbenzofuran-2-yl)(1-methylcyclopropyl)methyl)urea